5-bromo-2,3-dihydrospiro[indene-1,4'-piperidine] trifluoroacetate FC(C(=O)O)(F)F.BrC=1C=C2CCC3(CCNCC3)C2=CC1